(±)-tert-butyl 3-(2-hydroxy-4-(methoxycarbonyl)phenyl)piperazine-1-carboxylate OC1=C(C=CC(=C1)C(=O)OC)[C@@H]1CN(CCN1)C(=O)OC(C)(C)C |r|